ClC1=C(C(=O)O)C=C(C=C1)OC1=NC2=C(N1)C=C(C(=C2)C2=CC=C(C=C2)C2=CC=C(C=C2)COCCOCCO)Cl 2-chloro-5-((6-chloro-5-(4'-((2-(2-hydroxyethoxy)ethoxy)methyl)-[1,1'-biphenyl]-4-yl)-1H-benzo[d]imidazol-2-yl)oxy)benzoic acid